N(=NC1(C(CCCC1)C)C(=O)[O-])C1(C(CCCC1)C)C(=O)[O-] azobis(methyl 1-cyclohexanecarboxylate)